C(C)(=O)N1CC2=C(CC1)N(N=C2N2CCCC=1N=C(N=CC12)C=1C=CC(=NC1)CCC1CCN(CC1)C(=O)OC(C)(C)C)C1CCOCC1 tert-butyl 4-[2-[5-[5-(5-acetyl-1-tetrahydropyran-4-yl-6,7-dihydro-4H-pyrazolo[4,3-c]pyridin-3-yl)-7,8-dihydro-6H-pyrido[3,2-d]pyrimidin-2-yl]-2-pyridyl]ethyl]piperidine-1-carboxylate